3-(3-((dimethylamino)methyl)-4-hydroxy-1-(2-(thiophen-3-yl)ethyl)piperidin-4-yl)benzamide CN(C)CC1CN(CCC1(O)C=1C=C(C(=O)N)C=CC1)CCC1=CSC=C1